dioctadecyl 2,2-bis(3,5-di-tert-butyl-2-hydroxybenzyl)malonate C(C)(C)(C)C=1C(=C(CC(C(=O)OCCCCCCCCCCCCCCCCCC)(C(=O)OCCCCCCCCCCCCCCCCCC)CC2=C(C(=CC(=C2)C(C)(C)C)C(C)(C)C)O)C=C(C1)C(C)(C)C)O